C(C1=CC=CC=C1)OC1=C(C(=O)OC)C=C(C=C1)C(C=NC(C)(C)C)=O methyl 2-(benzyloxy)-5-(2-(tert-butylimino)acetyl)benzoate